NC=1C2=C(N=CN1)N(C=C2C#CC2=C(C1=C(N(C=N1)CC)C=C2F)F)[C@H]2C[C@@H](N(C2)C(C=C)=O)COC 1-[(2R,4S)-4-[4-amino-5-[2-(1-ethyl-4,6-difluoro-1,3-benzodiazol-5-yl)ethynyl]pyrrolo[2,3-d]pyrimidin-7-yl]-2-(methoxymethyl)pyrrolidin-1-yl]prop-2-en-1-on